S1C=NC2=C1C(=CC=C2)CCCC2CC1N(CCN(C1)C1=NC=C(C=C1)Cl)C2=O 7-(3-(benzo[d]thiazol-7-yl)propyl)-2-(5-chloropyridin-2-yl)hexahydropyrrolo[1,2-a]pyrazin-6(2H)-one